{1-[(2-oxo-4-propylpyrrolidin-1-yl)methyl]-1H-benzimidazol-2-yl}acetonitrile O=C1N(CC(C1)CCC)CN1C(=NC2=C1C=CC=C2)CC#N